N-(trideuteriomethyl)cyclobutanamine [2H]C(NC1CCC1)([2H])[2H]